3-FLUORO-4-(PYRROLIDINE-1-CARBONYL)PHENYLBORONIC ACID FC=1C=C(C=CC1C(=O)N1CCCC1)B(O)O